C(=C)N1C(CCCC(C1)C(C)(C)CC(C)(C)C)=O N-vinyl-5-tert-octyl-caprolactam